(1-(7-vinylquinolin-5-yl)cyclopropyl)benzamide C(=C)C1=CC(=C2C=CC=NC2=C1)C1(CC1)C1=C(C(=O)N)C=CC=C1